C(N)(=O)N(CCCCCCN(C1CC(NC(C1)(C)C)(C)C)C(N)=O)C1CC(NC(C1)(C)C)(C)C biscarbamoyl-N,N'-bis(2,2,6,6-tetramethyl-4-piperidyl)hexamethylenediamine